5-(benzo[d]thiazol-6-yl)-N-(2-fluoro-4-methoxyphenyl)-1-(6-methylpyridin-2-yl)-1H-pyrazole-3-carboxyamide S1C=NC2=C1C=C(C=C2)C2=CC(=NN2C2=NC(=CC=C2)C)CC(=O)NC2=C(C=C(C=C2)OC)F